CC=1C=C(C=C(C1O)C)C1(CCCCCCCCCCC1)C1=CC(=C(C(=C1)C)O)C 1,1-bis(3,5-dimethyl-4-hydroxyphenyl)cyclododecane